C12C(=CC(CC1)C2)C(=O)[O-] 2-norbornenecarboxylate